benzotriazol-1-yl-oxy-tris-pyrrolidino(pyrrolidino)-phosphonium hexafluorophosphate F[P-](F)(F)(F)(F)F.N1(N=NC2=C1C=CC=C2)OC2N(CCC2)[P+](N2CCCC2)(N2CCCC2)N2CCCC2